[Sn+4].[O-2].[Cd+2].[O-2].[O-2] cadmium oxide tin